N-isopropyl-5,6,7,8-tetrahydro-4H-pyrazolo[1,5-a][1,4]diazepin-2-carboxamide C(C)(C)NC(=O)C1=NN2C(CNCCC2)=C1